methyl-6-(4-(propan-1-yn-1-yl)-1-(4-(trifluoromethoxy)phenyl)ethyl)-1H-indazole-7-carboxamide CN1N=CC2=CC=C(C(=C12)C(=O)N)C(C)C1=CCC(C=C1)(OC(F)(F)F)C#CC